FC(N1C(=NC(=C1)COC1=CC=CC(=N1)C1=CC(=C(CC2=NC3=C(N2C[C@H]2OCC2)C=C(C=C3)C(=O)O)C=C1F)F)C)F (S)-2-(4-(6-((1-(difluoromethyl)-2-methyl-1H-imidazol-4-yl)methoxy)pyridin-2-yl)-2,5-difluorobenzyl)-1-(oxetan-2-ylmethyl)-1H-benzo[d]imidazole-6-carboxylic acid